[4-(Cyclopropylmethyl)amino-2-(methylsulfanyl)pyrimidine-5-yl]methanol C1(CC1)CNC1=NC(=NC=C1CO)SC